C(C)C=1C=C(C=C(C1)C(F)(F)F)C1CCC2(CN(C2)C(=O)C2CC(C2)(C)O)CC1 (7-(3-Ethyl-5-(trifluoromethyl)phenyl)-2-azaspiro[3.5]nonan-2-yl)((1s,3s)-3-hydroxy-3-methylcyclobutyl)methanon